N-(4-((4-([1,2,4]triazolo[1,5-a]pyridin-7-yloxy)-5-chloro-2-(2-hydroxypropan-2-yl)phenyl)amino)-7-methoxyquinazolin-6-yl)acrylamide N=1C=NN2C1C=C(C=C2)OC2=CC(=C(C=C2Cl)NC2=NC=NC1=CC(=C(C=C21)NC(C=C)=O)OC)C(C)(C)O